NC1=CC(=C2C=CN=C(C2=C1)Cl)S(=O)(=O)C(=O)N(C)C ((7-amino-1-chloroisoquinolin-5-yl)sulfonyl)-N,N-dimethylformamide